2-(3-tert-butyl-5-(2-(2-ethylhexyloxy)carbonylethyl)-2-hydroxyphenyl)-2H-benzotriazole C(C)(C)(C)C=1C(=C(C=C(C1)CCC(=O)OCC(CCCC)CC)N1N=C2C(=N1)C=CC=C2)O